tetramethyl-1,3-diamino-1-ethyl-propane CC(C(C(CC)(N)C)(C)C)N